N1N=CC2=CC(=CC=C12)C#CC1=NC(=NC=C1)C1=NC(=NC=C1)NCC1=C(C(=CC(=C1)F)F)F ((1H-indazol-5-yl)ethynyl)-N-(2,3,5-trifluorobenzyl)-[2,4'-bipyrimidin]-2'-amine